C1(=CC=CC=C1)C1=C(C(=CC=C1)C1=CC=CC=C1)N1C=2C=CC=CC2N(C2=CC=CC=C12)C1=CC(=CC(=C1)SC1=CC=CC=C1)Br 5-([1,1':3',1''-terphenyl]-2'-yl)-10-(3-bromo-5-(phenylthio)phenyl)-5,10-dihydrophenazine